Cl.FC(C1=CC2=C([C@@H](CO2)NC)C=C1)F (S)-6-(difluoromethyl)-N-methyl-2,3-dihydrobenzofuran-3-amine hydrogen chloride